1,4-Phenylen-bis(2-oxazolin) C1(=CC=C(C=C1)C=1OCCN1)C=1OCCN1